ClC=1C(=NC=CC1)N1N=C(C=C1C(=O)O)CSC 2-(3-chloro-2-pyridinyl)-5-(methylsulfanyl-methyl)pyrazole-3-carboxylic acid